2,4-dichloro-3,5-dimethyl-styrene ClC1=C(C=C)C=C(C(=C1C)Cl)C